[I-].C[N+](C)(C)C N,N,N-tri-methylmethanaminium iodide